methylbenzotriazole CN1C2=CC=CC=C2N=N1